1-[4-{6-[5-(difluoromethyl)-1,3-dimethyl-1H-pyrazol-4-yl]furo[2,3-d]pyrimidin-4-yl}-3-(4-fluorophenyl)-1H-pyrazol-1-yl]-2-methylpropan-2-ol FC(C1=C(C(=NN1C)C)C1=CC2=C(N=CN=C2C=2C(=NN(C2)CC(C)(O)C)C2=CC=C(C=C2)F)O1)F